ClC=1C(=CC(=NC1)OC)C1=CC(=NN1)C(=O)N1CCC(CC1)C(=O)NC1=CN=C2N1C=CC=C2 1-[5-(5-chloro-2-methoxypyridin-4-yl)-1H-pyrazole-3-carbonyl]-N-{imidazo[1,2-a]pyridin-3-yl}piperidine-4-carboxamide